ClC1=CC=C(C=C1)NCC (R)-4-chlorophenyl-ethylamine